trans-dimethyl 1,4-cyclohexanedicarboxylate [C@H]1(CC[C@H](CC1)C(=O)OC)C(=O)OC